NCCCCCCN hexamethylenebisamine